ClC=1C=CC2=C(C=C(O2)C2CCN(CC2)C)C1 4-(5-chloro-1-benzofuran-2-yl)-1-methylpiperidine